FC(C(=O)O)(F)F.CC=1C=C(C=NC1N([C@@H]1CNCC1)C)S(=O)(=O)NC=1N=CSC1 (S)-5-methyl-6-(methyl-(pyrrolidin-3-yl)amino)-N-(thiazol-4-yl)pyridine-3-sulfonamide trifluoroacetate